COC1=NC=C(C=C1)N 2-methoxy-5-aminopyridine